5-methoxy-6-methyl-N-[4-(methylsulfonyl)benzyl]-2-oxo-1-[3-(trifluoromethyl)phenyl]-1,2-dihydropyridine-3-carboxamide COC=1C=C(C(N(C1C)C1=CC(=CC=C1)C(F)(F)F)=O)C(=O)NCC1=CC=C(C=C1)S(=O)(=O)C